[NH3+][N] ammonionitrogen